Methyl 4-(2-(2-((triisopropylsilyl)oxy)ethyl)phenyl)but-3-enoate C(C)(C)[Si](OCCC1=C(C=CC=C1)C=CCC(=O)OC)(C(C)C)C(C)C